BrCC1=CC(=C(C(=C1)C(C)(C)C)O)C(C)(C)C 4-(bromomethyl)-2,6-di-t-butylphenol